iron silicon chromium boron carbon [C].[B].[Cr].[Si].[Fe]